C(#N)C=1C=C(C=CC1OCCO)C1=NC(=C2C(=N1)N(N=C2)C2=CC=C(C=C2)F)NC(=O)C=2SC(=CC2)[N+](=O)[O-] N-(6-(3-cyano-4-(2-hydroxyethoxy)phenyl)-1-(4-fluorophenyl)-1H-pyrazolo[3,4-d]pyrimidin-4-yl)-5-nitrothiophene-2-carboxamide